2-methyl-1,4-phenylenedi(4-((6-(acryloyloxy) hexyl) oxy) benzoate) CC1=C(C=CC(=C1)C1=C(C(=O)[O-])C=CC(=C1)OCCCCCCOC(C=C)=O)C1=C(C(=O)[O-])C=CC(=C1)OCCCCCCOC(C=C)=O